trimethoxysilylethyl-1,1,3,3-tetramethyldisiloxane CO[Si](OC)(OC)CC[Si](O[SiH](C)C)(C)C